N-(1,3-benzothiazol-6-yl)-2-(4-fluoro-2-methoxy-phenoxy)-5-(trifluoromethyl)pyridine-3-carboxamide 4-phenyl-1,1,1-trifluoro-but-2-en-2-yl-acetate C1(=CC=CC=C1)CC=C(C(F)(F)F)CC(=O)O.S1C=NC2=C1C=C(C=C2)NC(=O)C=2C(=NC=C(C2)C(F)(F)F)OC2=C(C=C(C=C2)F)OC